(1S,3S)-N1-(6-methylene-6,7-dihydrospiro[cyclopenta[d]pyrazolo[1,5-a]pyrimidine-5,1'-cyclopentane]-8-yl)cyclopentane-1,3-diamine dihydrochloride Cl.Cl.C=C1CC=2C(=NC=3N(C2N[C@@H]2C[C@H](CC2)N)N=CC3)C13CCCC3